[4-[4-(4-methoxyphenoxy)phenyl]sulfonylmorpholin-2-yl]benzothiophene-2-carboxamide COC1=CC=C(OC2=CC=C(C=C2)S(=O)(=O)N2CC(OCC2)C2=C(SC3=C2C=CC=C3)C(=O)N)C=C1